[6-[(Z)-2-(aminomethyl)-3-fluoro-allyloxy]-1-oxo-3,4-dihydroisoquinolin-2-yl]-N-isopropyl-acetamide hydrochloride Cl.NC/C(/COC=1C=C2CCN(C(C2=CC1)=O)CC(=O)NC(C)C)=C/F